4-(2-((1H-Pyrazol-4-yl)amino)-5-methylpyrimidin-4-yl)benzoic Acid N1N=CC(=C1)NC1=NC=C(C(=N1)C1=CC=C(C(=O)O)C=C1)C